methyl-2,3-anhydro-beta-D-ribose C[C@]1(O)[C@H]2[C@H](O2)[C@H](O1)CO